(R)-6-(8-(4-fluorophenyl)-6-azaspiro[3.4]octane-6-carbonyl)pyrazin-2(1H)-one FC1=CC=C(C=C1)[C@H]1CN(CC12CCC2)C(=O)C2=CN=CC(N2)=O